CC=1C(=NC=CC1)NC(=O)NC1=C(C=CC=C1)C(C)C 1-(3-methylpyridin-2-yl)-3-(2-isopropylphenyl)urea